7-bromo-3,4-dihydro-2H-1-benzopyran BrC1=CC2=C(CCCO2)C=C1